C(=C)(C)C=1C=C(C(=C)C)C=CC1 3-Isopropenyl-alpha-METHYLSTYRENE